Ethyl 3-fluoro-5-[({1-[2-fluoro-4-(trifluoromethoxy) phenyl]cyclopropyl}carbonyl) amino]-2-{1-[(1-methylcyclopropyl)methyl]-1H-pyrazol-4-yl}benzoate FC=1C(=C(C(=O)OCC)C=C(C1)NC(=O)C1(CC1)C1=C(C=C(C=C1)OC(F)(F)F)F)C=1C=NN(C1)CC1(CC1)C